(4-(Methoxymethyl)tetrahydro-2H-pyran-4-yl)methyl (1-hydroxy-7-methyl-1,3-dihydrobenzo[c][1,2]oxaborole-6-carbonyl)-L-valinate OB1OCC2=C1C(=C(C=C2)C(=O)N[C@@H](C(C)C)C(=O)OCC2(CCOCC2)COC)C